4'-chloro-9'-(4-oxopiperidin-1-yl)-5'H-spiro[cyclohexane-1,7'-indolo[1,2-a]quinazolin]-5'-one ClC=1C=2C(N=C3N(C2C=CC1)C1=CC=C(C=C1C31CCCCC1)N1CCC(CC1)=O)=O